sodium (S)-3-cyano-5-methyl-hexanoate C(#N)[C@H](CC(=O)[O-])CC(C)C.[Na+]